7-(8-bromoimidazo[1,2-a]pyridin-2-yl)-3-isopropyl-6-(5-methyl-1,3,4-oxadiazol-2-yl)-5-(2-tetrahydropyran-4-ylethyl)-2,3-dihydrothieno[3,2-b]pyridine 1,1-dioxide BrC=1C=2N(C=CC1)C=C(N2)C2=C1C(=NC(=C2C=2OC(=NN2)C)CCC2CCOCC2)C(CS1(=O)=O)C(C)C